The molecule is a furofuran that is (3R,3aS,6aR)-hexahydrofuro[2,3-b]furan-3-ol in which the hydroxyl hydrogen is replaced by a glycolate group. It is a furofuran, a cyclic acetal and a glycolate ester. C1CO[C@H]2[C@@H]1[C@H](CO2)OC(=O)CO